BrC=1N=NN(C1)C(C(=O)N1[C@@H](C[C@H](C1)O)C(=O)N[C@@H](C)C1=CC=C(C=C1)C1=C(N=CS1)C)C1CC1 (2S,4R)-1-[2-(4-bromo-1,2,3-triazol-1-yl)-2-cyclopropylacetyl]-4-hydroxy-N-[(1S)-1-[4-(4-methyl-1,3-thiazol-5-yl)phenyl]ethyl]pyrrolidine-2-carboxamide